2-(diethylamino)vinylamine C(C)N(C=CN)CC